methyl 8-{5-(1-ethyl-4-fluoro-3-methyl-1H-pyrazol-5-yl)-4-[(4-methoxyphenyl)methyl]-4H-1,2,4-triazol-3-yl}-3-methylimidazo[1,5-a]pyridine-6-carboxylate C(C)N1N=C(C(=C1C=1N(C(=NN1)C=1C=2N(C=C(C1)C(=O)OC)C(=NC2)C)CC2=CC=C(C=C2)OC)F)C